N1(C=NC=C1)C1=CC(=NC2=CC(=CC=C12)C(F)(F)F)C=1C=C(C(=O)O)C=CC1 3-(4-(1H-Imidazol-1-Yl)-7-(Trifluoromethyl)Quinolin-2-Yl)Benzoic Acid